(S)-3-Bromo-6-((tetrahydrofuran-3-yl)oxy)imidazo[1,2-b]pyridazine BrC1=CN=C2N1N=C(C=C2)O[C@@H]2COCC2